[1,1'-Biphenyl]-4-yl(1,1,2,2-tetrafluoroethyl)sulfane C1(=CC=C(C=C1)SC(C(F)F)(F)F)C1=CC=CC=C1